FC(OC1=CC=C(C=C1)B(O)O)(F)F para-trifluoromethoxyphenylboronic acid